(E)-3-(2,2-difluorobenzo[d][1,3]dioxol-5-yl)-1-(4-(2-methoxypyrimidin-5-carbonyl)piperazin-1-yl)prop-2-en-1-one Sodium calcium diphosphate [O-]P([O-])(=O)OP(=O)([O-])O.[Ca+2].[Na+].FC1(OC2=C(O1)C=CC(=C2)/C=C/C(=O)N2CCN(CC2)C(=O)C=2C=NC(=NC2)OC)F